1-((1S,3aS,3bR,5aS,7R,10aS,10bS,12aS)-7-hydroxy-10a,12a-dimethyloctadecahydrocyclohepta[a]cyclopenta[f]naphthalen-1-yl)ethan-1-one O[C@H]1C[C@H]2[C@@]([C@H]3CC[C@]4([C@H]([C@@H]3CC2)CC[C@@H]4C(C)=O)C)(CCC1)C